5-(3,3-dimethylazetidin-1-yl)pyrimidine-2-carbaldehyde CC1(CN(C1)C=1C=NC(=NC1)C=O)C